4-(4-Nitrophenyl)-3-oxopiperazine-1-carboxylic acid tert-butyl ester C(C)(C)(C)OC(=O)N1CC(N(CC1)C1=CC=C(C=C1)[N+](=O)[O-])=O